6-((3-fluoro-3'-methyl-[1,1'-biphenyl]-4-yl)methyl)-N-((3R,4S)-3-hydroxytetrahydro-2H-pyran-4-yl)-5-oxo-5,6-dihydro-1,6-naphthyridine-8-carboxamide FC=1C=C(C=CC1CN1C(C=2C=CC=NC2C(=C1)C(=O)N[C@@H]1[C@H](COCC1)O)=O)C1=CC(=CC=C1)C